2-{3-[(3R)-3-(cyclobutylamino)pyrrolidin-1-yl]-1,2,4-triazin-6-yl}-5-(1-methyl-1H-pyrazol-4-yl)phenol C1(CCC1)N[C@H]1CN(CC1)C=1N=NC(=CN1)C1=C(C=C(C=C1)C=1C=NN(C1)C)O